FC(C[C@H]1N(CCC1)C[C@@H](C)[C@H]1CC[C@H]2\C(\CCC[C@]12C)=C\C=C1C(CCCC1O)O)F 2-((1R,3aS,7aR,E)-1-((S)-1-((S)-3-(2,2-difluoroethyl-pyrrolidin-1-yl)propan-2-yl)-7a-methyloctahydro-4H-inden-4-ylidene)ethylidene)cyclohexane-1,3-diol